(5Z)-5-[4-[3-(Dimethylamino)propoxy]benzylidene]-3-ethyl-2-thioxo-1,3-thiazolidin-4-one CN(CCCOC1=CC=C(\C=C/2\C(N(C(S2)=S)CC)=O)C=C1)C